6-bromo-N-((4r,5s,7r,8r,9s,10r)-8,10-dihydroxy-7-(hydroxymethyl)-9-(4-(3,4,5-trifluorophenyl)-1H-1,2,3-triazol-1-yl)-1,6-dioxaspiro[4.5]dec-4-yl)benzo[d]isothiazole-3-carboxamide BrC1=CC2=C(C(=NS2)C(=O)N[C@@H]2CCO[C@]23O[C@@H]([C@@H]([C@@H]([C@H]3O)N3N=NC(=C3)C3=CC(=C(C(=C3)F)F)F)O)CO)C=C1